(1-(3-isopropylbenzyl)-1H-pyrazol-4-yl)methylamine hydrochloride Cl.C(C)(C)C=1C=C(CN2N=CC(=C2)CN)C=CC1